(S)-5-(2-amino-[1,2,4]triazolo[1,5-a]pyridin-7-yl)-2-ethyl-N-(1-(2-fluoro-5-(trifluoromethoxy)phenyl)ethyl)nicotinamide NC1=NN2C(C=C(C=C2)C=2C=NC(=C(C(=O)N[C@@H](C)C3=C(C=CC(=C3)OC(F)(F)F)F)C2)CC)=N1